2,4-undecadien-1-ol C(C=CC=CCCCCCC)O